1-methyl-4-(2-(benzenesulfonyl)vinyl)benzene CC1=CC=C(C=C1)C=CS(=O)(=O)C1=CC=CC=C1